N-Methyl-dibromoacetamide CNC(C(Br)Br)=O